C1CN(CCN1)C(C2=CC=C(C=C2)F)C3=CC=C(C=C3)F 1-(4,4'-difluorodiphenylmethyl)piperazine